Cl.C(CCCCCCC\C=C/CCCCCCCC)(=O)OC[C@@H](CCCNC(=N)N)OC(CCCCCCC\C=C/CCCCCCCC)=O (R)-5-Guanidinopentane-1,2-diyl dioleate hydrochloride